BrC=1C=CC2=C(NC(=N2)C(Cl)(Cl)Cl)C1 6-bromo-2-(trichloromethyl)-1H-benzo[d]imidazole